cis-4-methyl-3-((1s,3s)-3-methyl-1-(3-(4,4,5,5-tetramethyl-1,3,2-dioxaborolan-2-yl)phenyl)cyclobutyl)-4H-1,2,4-triazole CN1C(=NN=C1)C1(CC(C1)C)C1=CC(=CC=C1)B1OC(C(O1)(C)C)(C)C